(4-(α-(p-(diethylamino)phenyl)-2,4-disulfobenzylidene)-2,5-cyclohexadien-1-ylidene)diethylammonium hydroxide [OH-].C(C)N(C1=CC=C(C=C1)C(C1=C(C=C(C=C1)S(=O)(=O)O)S(=O)(=O)O)=C1C=CC(C=C1)=[N+](CC)CC)CC